CN1N=C(C(=C1)C=1C=NC=2CCN(CC2C1)C1=NC=C(C(=O)NCC2=NC=CC=C2)C=C1C)C 6-(3-(1,3-dimethyl-1H-pyrazol-4-yl)-7,8-dihydro-1,6-naphthyridin-6(5H)-yl)-5-methyl-N-(pyridin-2-ylmethyl)nicotinamide